L-3-hydroxy-3-methylglutarate OC(CC(=O)[O-])(CC(=O)[O-])C